BrC=1C(=C(C=CC1)CC/1N([C@@H](C\C1=N/O)C)C(=O)OCC1=CC=CC=C1)F Benzyl (3E,5R)-2-[(3-bromo-2-fluorophenyl)methyl]-3-(hydroxyimino)-5-methylpyrrolidine-1-carboxylate